C(C)C=1C(N(C=C(C1)CC)C1=CC=C(C#N)C=C1)CCC 4-(3,5-diethyl-2-propylpyridin-1(2H)-yl)benzonitrile